2-(2-((4-methoxyphenyl)ethynyl)phenyl)acetonitrile COC1=CC=C(C=C1)C#CC1=C(C=CC=C1)CC#N